(3R)-tert-butyl-3-(4-(2-(4-aminonaphthalen-1-yloxy)pyridin-3-yl)pyrimidin-2-ylamino)piperidine-1-carboxylate C(C)(C)(C)OC(=O)N1C[C@@H](CCC1)NC1=NC=CC(=N1)C=1C(=NC=CC1)OC1=CC=C(C2=CC=CC=C12)N